7-(2-fluoro-6-methylphenyl)-N-(6-methoxy-2-methyl-1,2,3,4-tetrahydroisoquinolin-7-yl)quinazolin-2-amine FC1=C(C(=CC=C1)C)C1=CC=C2C=NC(=NC2=C1)NC1=C(C=C2CCN(CC2=C1)C)OC